C(C)(C)(C)OC(=O)N[C@H](CC(C(=O)OCC)(F)F)C ethyl (S)-4-((tert-butoxycarbonyl)amino)-2,2-difluoropentanoate